C(C)(C)(C)OOC(C1=CC=CC=C1)=O tertiary butylperoxybenzoate